7-methyl-N-[2-methyl-5-[5-[rel-(3S)-4,4,4-trifluoro-3-hydroxy-3-methyl-butyl]-1,2,4-oxadiazol-3-yl]phenyl]imidazo[1,2-a]pyridine-3-carboxamide CC1=CC=2N(C=C1)C(=CN2)C(=O)NC2=C(C=CC(=C2)C2=NOC(=N2)CC[C@](C(F)(F)F)(C)O)C |o1:26|